FC1=CC=C(NC(F)(F)F)C=C1 4-fluoro(trifluoromethyl)aniline